ClCC=1C(=NC=2N(N1)C=C(N2)[C@H](C2CCC(CC2)(F)F)NC(OCC2=CC=CC=C2)=O)N2CCOCC2 benzyl (S)-((2-(chloromethyl)-3-morpholinoimidazo[1,2-b][1,2,4]triazin-6-yl)(4,4-difluorocyclohexyl)methyl)carbamate